COC1CN(C1)S(=O)(=O)Cl 3-methoxyazetidine-1-sulfonyl chloride